Dihexadecyl (S)-2-(((3-(dimethylamino)propoxy)carbonyl)oxy)succinate CN(CCCOC(=O)O[C@H](C(=O)OCCCCCCCCCCCCCCCC)CC(=O)OCCCCCCCCCCCCCCCC)C